8-(2-chloro-4-methoxyphenyl)-9-(4-((1-(3-fluoropropyl)azetidin-3-ylidene)methyl)phenyl)-6,7-dihydro-5H-benzo[7]annulene-3-carboxylic acid ClC1=C(C=CC(=C1)OC)C=1CCCC2=C(C1C1=CC=C(C=C1)C=C1CN(C1)CCCF)C=CC(=C2)C(=O)O